5-(difluoromethyl)-2-[4-(2-hydroxypropan-2-yl)phenyl]-7-[2-(2,2,2-trifluoroethoxy)phenyl]-1H-pyrrolo[3,4-c]pyridine-3,6(2H,5H)-dione FC(N1C=C2C(=C(C1=O)C1=C(C=CC=C1)OCC(F)(F)F)CN(C2=O)C2=CC=C(C=C2)C(C)(C)O)F